N-((1s,3s)-3-((5-(1-(2,2-difluoroethyl)-1H-benzo[d][1,2,3]triazol-6-yl)-6-fluoro-4-methoxypyrrolo[2,1-f][1,2,4]triazin-2-yl-7-d)amino)-1-methylcyclobutyl)acetamide FC(CN1N=NC2=C1C=C(C=C2)C=2C(=C(N1N=C(N=C(C12)OC)NC1CC(C1)(C)NC(C)=O)[2H])F)F